5-(trifluoromethyl)phenol formic acid salt C(=O)O.FC(C=1C=CC=C(C1)O)(F)F